2-(3-Chlorobenzyl)-4-(3,4-dichlorophenyl)imidazole ClC=1C=C(CC=2NC=C(N2)C2=CC(=C(C=C2)Cl)Cl)C=CC1